[Si](C)(C)(C)N(S(=O)(=O)C(F)(F)F)S(=O)(=O)C(F)(F)F TMS-triflimide